FC1=CC(=C(C(=O)OC)C=C1C(C)C)O Methyl 4-fluoro-2-hydroxy-5-isopropylbenzoate